9-[1-(cyclopropanecarbonyl)azetidin-3-yl]oxy-4-[[(2S)-1,4-dioxan-2-yl]methoxy]-1-methyl-6,7-dihydrobenzo[a]quinolizin-2-one C1(CC1)C(=O)N1CC(C1)OC1=CC2=C(C3=C(C(C=C(N3CC2)OC[C@H]2OCCOC2)=O)C)C=C1